C12(CCC(CC1)C2)[Cr].[Cr] chromium (1-norbornyl)chromium